(4R,5R,E)-4-chloro-5-hydroxy-N-isobutyldec-2-enamide Cl[C@H](/C=C/C(=O)NCC(C)C)[C@@H](CCCCC)O